(5-(3-(3-(2-(3-Bromophenyl)-5-(but-2-yn-1-yloxy)pentan-2-yl)-1-methyl-1H-1,2,4-triazol-5-yl)-4-fluorophenoxy)-6-fluoro-1H-indol-4-yl)methanol BrC=1C=C(C=CC1)C(C)(CCCOCC#CC)C1=NN(C(=N1)C=1C=C(OC=2C(=C3C=CNC3=CC2F)CO)C=CC1F)C